(bicyclo[2.2.1]heptane-2,5-diyl)bismethylenediisocyanate C12C(CC(C(C1)CN=C=O)C2)CN=C=O